2,3,5-tribenzyloxypentane-1,4-diol C(C1=CC=CC=C1)OC(CO)C(C(COCC1=CC=CC=C1)O)OCC1=CC=CC=C1